N-(1R,8S,9s)-bicyclo[6.1.0]non-4-yn-9-ylmethoxycarbonyl-1,8-diamino-3,6-dioxaoctane [C@H]12CCC#CCC[C@@H]2C1COC(=O)NCCOCCOCCN